titanium Barium [Ba].[Ti]